(R)-4-(6-((5-methoxy-7-methyl-1H-indol-4-yl)methyl)-6-azaspiro[2.5]octan-5-yl)benzamide COC=1C(=C2C=CNC2=C(C1)C)CN1[C@H](CC2(CC2)CC1)C1=CC=C(C(=O)N)C=C1